N-(2-(2-fluoro-4-(pyrrolidin-2-yl)phenyl)benzo[d]imidazo[2,1-b]thiazol-7-yl)-1-methylpiperidine-4-carboxamide dihydrochloride Cl.Cl.FC1=C(C=CC(=C1)C1NCCC1)C=1N=C2SC3=C(N2C1)C=CC(=C3)NC(=O)C3CCN(CC3)C